Isodecyl Cinnamate (2,4-dimethyl-octan-2-yl cinnamate) CC(C)(CC(CCCC)C)C(C(=O)O)=CC1=CC=CC=C1.C(C=CC1=CC=CC=C1)(=O)OCCCCCCCC(C)C